FC=1C=C(OCC2N(C3CC(C2C)C3)C(=O)C3=NC(=CC=C3N3N=CC=N3)C)C=CC1F trans-3-[(3,4-difluorophenoxy)methyl]-4-methyl-2-[6-methyl-3-(2H-1,2,3-triazol-2-yl)pyridine-2-carbonyl]-2-azabicyclo[3.1.1]heptane